C(C1=CC=CC=C1)N1CC2=C(CC1)N(N=C2Cl)C 5-Benzyl-3-chloro-1-methyl-4,5,6,7-tetrahydro-1H-pyrazolo[4,3-c]pyridine